BrC1=C(C(=O)Cl)C=CC=C1Br 2,3-dibromobenzoyl chloride